FC1(C(C1)CNCC=1NC2=CC(=CC=C2C1)CNC(=O)C=1N=C2N(C(C1)=O)C=CC=C2)F N-[[2-[[(2,2-difluorocyclopropyl)methylamino]methyl]-1H-indol-6-yl]methyl]-4-oxo-pyrido[1,2-a]pyrimidine-2-carboxamide